N-[(1S)-1-(dicyclopropylmethyl)-2-[4-(3,5-diethyl-1H-pyrazol-4-yl)anilino]-2-oxo-ethyl]-2-methyl-pyrazole-3-carboxamide C1(CC1)C([C@@H](C(=O)NC1=CC=C(C=C1)C=1C(=NNC1CC)CC)NC(=O)C=1N(N=CC1)C)C1CC1